COC1=CC=C(CN2C3=C(C=C(CC2=O)C=2OC(=CN2)C)C=CC(=C3)C=3C=NN(C3)CCCCOC)C=C1 (4-methoxybenzyl)-8-(1-(4-methoxybutyl)-1H-pyrazol-4-yl)-4-(5-methyloxazol-2-yl)-1,3-dihydro-2H-benzo[b]azepin-2-one